tert-butyl (3-bromo-5-chloro-4-(2,6-dioxopiperidin-3-yl)benzyl)carbamate BrC=1C=C(CNC(OC(C)(C)C)=O)C=C(C1C1C(NC(CC1)=O)=O)Cl